7,7,9-trimethyl-4,13-dioxo-3,14-dioxa-5,12-diazahexadecane-1,16-dioxy dimethacrylate C(C(=C)C)(=O)OOCCOC(NCC(CC(CCNC(OCCOOC(C(=C)C)=O)=O)C)(C)C)=O